CC1CNCCOC1 6-methyl-1,4-oxaazepane